FC(C(=O)N1CCN(CC1)C=1C2=C(N=C(N1)OC[C@H]1NCCC1)CN(CC2)C2=CC(=CC1=CC=CC=C21)O)(F)F 2,2,2-trifluoro-1-[4-[7-(3-hydroxy-1-naphthyl)-2-[[(2S)-pyrrolidin-2-yl]methoxy]-6,8-dihydro-5H-pyrido[3,4-d]pyrimidin-4-yl]piperazin-1-yl]ethanone